N-(3-(1-phenyl-2,3-dihydro-1H-benzo[d]pyrrolo[1,2-a]imidazol-7-yl)benzyl)methanesulfonamide C1(=CC=CC=C1)C1CCC=2N1C1=C(N2)C=CC(=C1)C=1C=C(CNS(=O)(=O)C)C=CC1